(2,4-difluoro-3-iodophenyl)-2,3-dihydro-1H-indene-5-sulfonamide FC1=C(C=CC(=C1I)F)C1CCC2=CC(=CC=C12)S(=O)(=O)N